ClC1=CC=CC(=N1)C1=NC(=NC(=N1)NC(C)C)NC=1C=NC=NC1 (6-chloropyridin-2-yl)-N2-isopropyl-N4-(pyrimidin-5-yl)-1,3,5-triazine-2,4-diamine